octadecyl-methyl-bis(hydroxyethyl)ammonium bromide [Br-].C(CCCCCCCCCCCCCCCCC)[N+](CCO)(CCO)C